tert-Butyl N-[2-[4-[1-(benzenesulfonyl)pyrrolo[2,3-b]pyridin-4-yl]anilino]-2-oxo-ethyl]carbamate C1(=CC=CC=C1)S(=O)(=O)N1C=CC=2C1=NC=CC2C2=CC=C(NC(CNC(OC(C)(C)C)=O)=O)C=C2